4-(4-chlorophenyl)-1-phenyl-3-butyn-2-one ClC1=CC=C(C=C1)C#CC(CC1=CC=CC=C1)=O